BrC1=CC(=C(C(=O)O)C=C1F)OC(C(F)(F)F)C 4-bromo-5-fluoro-2-((1,1,1-trifluoropropan-2-yl)oxy)benzoic acid